C1=C(C=C(C(=C1O)O)O)C2=C(C=C3C(=CC(=O)C=C3O2)O)O[C@H]4[C@@H]([C@H]([C@@H]([C@H](O4)CO)O)O)O The molecule is an oxonium betaine obtained by deprotonation of the 5 position of delfinidin 3-O-beta-D-glucoside. It is the major microspecies at pH 7.3. It is a conjugate base of a delphinidin 3-O-beta-D-glucoside.